Glyceryl-Caprylat C(C(O)CO)OC(CCCCCCC)=O